FCCC(=O)[C@](O)(C[N+](C)(C)C)CC([O-])=O fluoropropionyl-L-carnitine